N1=CC=C(C=C1)C1=CC=NC2=CC=C(C=C12)C=C1C(NC(S1)=O)=O 5-[[4-(4-pyridyl)-6-quinolinyl]methylene]-2,4-thiazolidinedione